N-(6-bromoimidazo[1,2-a]pyridin-2-yl)-4-fluorooxane-4-carboxamide BrC=1C=CC=2N(C1)C=C(N2)NC(=O)C2(CCOCC2)F